2-bromo-1-(2-methyl-1H-indol-3-yl)propan-1-one BrC(C(=O)C1=C(NC2=CC=CC=C12)C)C